O1C2=C(OC1)C=CC(=C2)C(=O)O 2,3-dihydrobenzo[b][1,4]dioxole-6-carboxylic acid